N,N-dimethyl-5-(1-phenyl-2,3-dihydro-1H-benzo[d]pyrrolo[1,2-a]imidazol-7-yl)pyridin-2-amine CN(C1=NC=C(C=C1)C1=CC2=C(N=C3N2C(CC3)C3=CC=CC=C3)C=C1)C